2-bromoanthracene-1,3,4,5,6,7,8,9,10-d9 BrC1=C(C2=C(C3=C(C(=C(C(=C3C(=C2C(=C1[2H])[2H])[2H])[2H])[2H])[2H])[2H])[2H])[2H]